NCC=1C(=NC=CC1)N1C(NC(CC1)=O)=O 1-(3-(Aminomethyl)pyridin-2-yl)dihydropyrimidine-2,4(1H,3H)-dione